ClC=1C=CC2=C(C(C[C@@H](O2)C(=O)N[C@@H]2[C@H]3C[C@@H]([C@@H](C2)C3)NC(OC(C)(C)C)=O)=O)C1 |&1:13,14,16,17| tert-butyl [(1RS,2SR,4RS,5SR)-5-{[(2R)-6-chloro-4-oxo-3,4-dihydro-2H-1-benzopyran-2-carbonyl]amino}bicyclo[2.2.1]heptan-2-yl]carbamate